C(CC)OC(=O)C1=CN(C(CC2=C1NC=1C=CC=CC21)C)C(C2=CC=C(C=C2)F)=O 3-(4-fluorobenzoyl)-2-methyl-1,2,3,6-tetrahydroazepino[4,5-b]indole-5-carboxylic acid n-propyl ester